N1=C(C=NC=C1)C1=CC(=NC=C1)NC=1SC=C(N1)C1=NC=CC=C1 N-(4-(pyrazin-2-yl)pyridin-2-yl)-4-(pyridin-2-yl)thiazol-2-amine